BrC=1C=CC=CC1I 3-Bromo-4-iodobenzene